N-((1S,2R)-2-(6-fluoro-2,3-dimethylphenyl)-1-(5-oxo-4,5-dihydro-1,3,4-oxadiazol-2-yl)propyl)-3-(methoxymeth-yl)piperidine-1-sulfonamide FC1=CC=C(C(=C1[C@H]([C@@H](C=1OC(NN1)=O)NS(=O)(=O)N1CC(CCC1)COC)C)C)C